F[B-](F)(F)F.FC=1C=CC2=C(CON2C)C1 5-fluoro-1-methyl-2,1-benzisoxazole tetrafluoroborate